[Si](C)(C)(C(C)(C)C)NS(=O)(=O)C=1SC=C(N1)CO[Si](C)(C)C(C)(C)C N-(tert-butyldimethylsilyl)-4-(((tertbutyldimethylsilyl)oxy)methyl)thiazole-2-sulfonamide